[O-]CCC.[O-]CCC.[Mg+2] magnesium dipropoxide